N-(3-chlorophenyl)-3-(indolin-1-ylsulfonyl)benzamide ClC=1C=C(C=CC1)NC(C1=CC(=CC=C1)S(=O)(=O)N1CCC2=CC=CC=C12)=O